2-(4-ethoxyphenyl)-1,4-diphenylbutane-1,4-dione C(C)OC1=CC=C(C=C1)C(C(=O)C1=CC=CC=C1)CC(=O)C1=CC=CC=C1